(S)-3-((3-(ethoxymethyl)-3-(2-(thiophen-2-yl)ethyl)pyrrolidin-1-yl)methyl)-2,4,6-trimethylpyridine C(C)OC[C@@]1(CN(CC1)CC=1C(=NC(=CC1C)C)C)CCC=1SC=CC1